4-bromo-7-methyl-6,7-dihydro-5H-cyclopenta[c]pyridin-7-amine BrC=1C2=C(C=NC1)C(CC2)(N)C